NC=1N(C=C(N1)C)C1=CC(=NC=N1)N(CC1=CC=C(C=C1)OC)CC1=CC=C(C=C1)OC 6-(2-amino-4-methyl-1H-imidazol-1-yl)-N,N-bis(4-methoxybenzyl)pyrimidin-4-amine